C1(=CC=CC=C1)CCCCC1=CC=CC=C1 1,4-diphenylbutane